O1C=NC=C1C(=O)N1CC2=CC=CC=C2CC1C(=O)OCC Ethyl 2-(oxazole-5-carbonyl)-1,2,3,4-tetrahydroisoquinoline-3-carboxylate